ClC1=NC=C(C(=C1)C1=CC=NN1C1OCCCC1)[N+](=O)[O-] 2-chloro-5-nitro-4-(1-(tetrahydro-2H-pyran-2-yl)-1H-pyrazol-5-yl)pyridine